N-phenylthiocarbamic acid (dipentylphenyl) ester C(CCCC)C=1C(=C(C=CC1)OC(NC1=CC=CC=C1)=S)CCCCC